Cl.S1C=NC=2C=NC=CC21 [1,3]thiazolo[4,5-c]pyridine hydrochloride